FC(C1=CC(=C2C=CC=NC2=C1)C1=NC2=CC=CC=C2C=C1)(F)F [7-(trifluoromethyl)-5-quinolinyl]quinoline